N-[2-(5-Hydroxy-1H-indol-7-yl)ethyl]acetamide OC=1C=C2C=CNC2=C(C1)CCNC(C)=O